(R)-N-(6-(2-(tert-butylamino)-2-oxoethyl)-6-azaspiro[2.5]Oct-1-yl)-3-chloro-5-fluorobenzamide C(C)(C)(C)NC(CN1CCC2(C[C@H]2NC(C2=CC(=CC(=C2)F)Cl)=O)CC1)=O